C(=O)(O)C1=C(C=C(C=C1)C1=CC=C(C=C1)F)NC(=O)C1=C(C=CC(=C1)C(=O)O)C(=O)O 2-({4-carboxy-4'-fluoro-[1,1'-biphenyl]-3-yl}carbamoyl)benzene-1,4-dicarboxylic acid